1-(Tert-butyl)-3-fluoro-N-(2-fluoro-4-methyl-5-(8-morpholinoimidazo[1,2-b]pyridazin-6-yl)phenyl)-1H-pyrazole-4-carboxamide C(C)(C)(C)N1N=C(C(=C1)C(=O)NC1=C(C=C(C(=C1)C=1C=C(C=2N(N1)C=CN2)N2CCOCC2)C)F)F